C(C)(C)(C)OC(=O)N[C@@H](C(=O)N[C@@H](C(=O)O)CC(C)C)CC1=CC=CC=C1 (2R)-2-[[(2R)-2-(tert-Butoxycarbonylamino)-3-phenylpropionyl]amino]-4-methylpentanoic acid